ClC1=C2C(N(C(=NC2=C(C(=C1)Cl)OC)CNCC)C)=O 5,7-Dichloro-2-((ethylamino)methyl)-8-methoxy-3-methylquinazolin-4(3H)-one